6-amino-6-(2-pyrrolyl)indoloquinazolinone NC1(C=C2C=NC(NC2=C2C1=NC=1C=CC=CC12)=O)C=1NC=CC1